N-(2-Chloro-3-(3'-chloro-6-methoxy-5-(((((S)-5-oxopyrrolidin-2-yl)methyl)amino)methyl)-[2,4'-bipyridin]-2'-yl)phenyl)-5-(((S)-3-hydroxypyrrolidin-1-yl)methyl)picolinamide ClC1=C(C=CC=C1C1=NC=CC(=C1Cl)C1=NC(=C(C=C1)CNC[C@H]1NC(CC1)=O)OC)NC(C1=NC=C(C=C1)CN1C[C@H](CC1)O)=O